methyl cis-2-((2'-methoxybiphenyl-3-yl)methyl)-3-((methylsulfonyl)amino)piperidine-1-carboxylate COC1=C(C=CC=C1)C1=CC(=CC=C1)C[C@@H]1N(CCC[C@@H]1NS(=O)(=O)C)C(=O)OC